C(#N)C1=CC(=C(C=C1)C1=CC(=NC(=C1)NCC)N1CC2=C(C=C(C=C2C1=O)COCC1(CCC1)NC(OC(C)(C)C)=O)C(F)(F)F)C1=NN=CN1C tert-Butyl N-(1-{[(2-{4-[4-cyano-2-(4-methyl-1,2,4-triazol-3-yl)phenyl]-6-(ethylamino)pyridin-2-yl}-3-oxo-7-(trifluoromethyl)-1H-isoindol-5-yl)methoxy]methyl}cyclobutyl)carbamate